NC12CCC(CC1)(CC2)NC2=NC=CC=N2 2-((4-aminobicyclo[2.2.2]octan-1-yl)amino)pyrimidin